(4,6-dimethyl-2-oxo-1,2-dihydropyridin-3-yl)methyl-3-(((1r,4r)-4-(dimethylamino)cyclohexyl)(ethyl)amino)-2-methyl-5-(5-methylpyrazin-2-yl)-benzamide CC1=C(C(NC(=C1)C)=O)CC1=C(C(=C(C(=O)N)C=C1C1=NC=C(N=C1)C)C)N(CC)C1CCC(CC1)N(C)C